C(C(O)CO)C(C(=O)[O-])(CCCC)CC glyceryl-ethylhexanoate